C(C1=CC=CC=C1)OC1=C(C(=C(C(=O)OC2=C(C(=C(C(=O)OCOC)C(=C2C)C)C)CC)C(=C1)C)C)C Methoxymethyl 4-((4-(benzyloxy)-2,3,6-trimethylbenzoyl)oxy)-3-ethyl-2,5,6-trimethylbenzoate